C(C)(C)(C)OC([C@@H](N)CCCN)=O ornithine t-butyl ester